CN(C)CC=1SC2=C(N1)C=C(C=C2)[C@@H]2N(C[C@H](CC2)C)C(C(=O)NC=2C1=C(C=NC2)C=NN1)=O 2-[(2R,5S)-2-[2-[(dimethylamino)methyl]-1,3-benzothiazol-5-yl]-5-methyl-1-piperidyl]-2-oxo-N-(1H-pyrazolo[4,3-c]pyridin-7-yl)acetamide